ClC1=C(C(=CC=C1)F)N1N=C(C(=C1)NC1=CC2=C(N(C(=N2)C)C)C=C1)C(=O)N 1-(2-chloro-6-fluorophenyl)-4-((1,2-dimethyl-1H-benzo[d]imidazol-5-yl)amino)-1H-pyrazole-3-carboxamide